2-[2-[(2S)-2-methylazetidin-1-yl]-6,7-dihydro-5H-cyclopenta[d]pyrimidin-4-yl]-1H-benzimidazole C[C@@H]1N(CC1)C=1N=C(C2=C(N1)CCC2)C2=NC1=C(N2)C=CC=C1